7-Butyl-3-((2,4-dimethoxybenzyl)amino)-5-(2,4-dioxo-3-((2-(trimethylsilyl)ethoxy)methyl)-1,3-diazadispiro[4.1.57.15]tridecan-10-yl)isothiazolo[3,4-d]pyrimidine-4,6(5H,7H)-dione C(CCC)N1C(N(C(C=2C1=NSC2NCC2=C(C=C(C=C2)OC)OC)=O)C2CCC1(CC3(C(N(C(N3)=O)COCC[Si](C)(C)C)=O)C1)CC2)=O